4-(2,4-difluoro-3-methoxyphenyl)butyric acid FC1=C(C=CC(=C1OC)F)CCCC(=O)O